C(C)(=O)N1CCC(CC1)NCC=1C(=C(C=CC1)NC1=C(C(=NC=C1)C=1C(=C(C=CC1)C1=CC=C(C(=N1)OC)CNCC1CCC(N1)=O)Cl)Cl)F 5-((((6-(3-(4-((3-(((1-acetylpiperidin-4-yl)amino)methyl)-2-fluorophenyl)amino)-3-chloropyridin-2-yl)-2-chlorophenyl)-2-methoxypyridin-3-yl)methyl)amino)methyl)pyrrolidin-2-one